2-(((1-(3-aminopropyl)piperidin-4-yl)thio)methyl)-8-methyl-quinazolin NCCCN1CCC(CC1)SCC1=NC2=C(C=CC=C2C=N1)C